COC(C1=NC=C(C=C1)C=1N=CC2=C(C=CC=C2C1)C1=C2C=C(C(N(C2=CC(=C1)OC(F)(F)F)C)=O)C)=O.N(=C=O)CCCCCCCCN=C=O 1,8-diisocyanatooctane Methyl-5-(8-(1,3-dimethyl-2-oxo-7-(trifluoromethoxy)-1,2-dihydroquinolin-5-yl)isoquinolin-3-yl)picolinate